N-(2-Benzyloxyethyl)-2,2-dimethyl-3-oxo-4-phenylpiperazine-1-carboxamide C(C1=CC=CC=C1)OCCNC(=O)N1C(C(N(CC1)C1=CC=CC=C1)=O)(C)C